FC(C(=O)[O-])(F)F.C1(CCCCC1)C(OC(C(=O)OC1CC2CCC(C1)[N+]21CCCC1)(C1=CC=CC=C1)C1=CC=CC=C1)SCC1CCCCC1 3-(2-(cyclohexyl((cyclohexylmethyl)thio)methoxy)-2,2-diphenylacetoxy)spiro[bicyclo[3.2.1]octane-8,1'-pyrrolidin]-8-ium 2,2,2-trifluoroacetate